NC1=C(C=CC(=C1)F)NC(C1=CC=C(C=C1)CSC1=NN2C(C(=N1)NC1=NNC=C1)=CC=C2)=O N-(2-amino-4-fluorophenyl)-4-[[[4-[(1H-pyrazol-3-yl)amino]pyrrolo[2,1-f][1,2,4]triazin-2-yl]thio]methyl]benzamide